Cl.N=1N2C(=CC1C=1C=C(C(=NC1)N)C(F)(F)F)[C@]1(CC2)CNCC1 |r| (rac)-5-[5',6'-dihydrospiro[pyrrolidine-3,4'-pyrrolo[1,2-b]pyrazol]-2'-yl]-3-(trifluoromethyl)pyridin-2-amine-hydrochloride